FC(C(=O)[O-])(F)F 2,2,2-tri-fluoro-acetate